COC=1C=CC(=C(C1)CN)C#C[Si](C(C)C)(C(C)C)C(C)C (5-methoxy-2-((triisopropylsilyl)ethynyl)phenyl)methylamine